2-methyl-5-(4-methyl-1H-imidazol-1-yl)benzaldehyde CC1=C(C=O)C=C(C=C1)N1C=NC(=C1)C